Cl.C[C@H]1CO[C@H](CN1)C(=O)OCC ethyl (2R,5S)-5-methylmorpholine-2-carboxylate hydrochloride salt